(1s,4s)-4-(1-(tert-butyl)-3-(2-(3-methylisoxazol-5-yl)acetamido)-1H-pyrazol-5-yl)cyclohexyl isopropylcarbamate C(C)(C)NC(OC1CCC(CC1)C1=CC(=NN1C(C)(C)C)NC(CC1=CC(=NO1)C)=O)=O